tert-butyl-(S)-13-((((9H-fluoren-9-yl)methoxy)carbonyl)amino)-12-oxo-2,5,8-trioxa-11-azahexadecane-16-oic acid C(C)(C)(C)COCCOCCOCCNC([C@H](CCC(=O)O)NC(=O)OCC1C2=CC=CC=C2C=2C=CC=CC12)=O